3-(((2-fluorophenyl)(methyl)(oxo)-λ6-sulfanylidene)amino)-2-(trifluoromethyl)imidazo[1,2-a]pyridine-7-carbonitrile FC1=C(C=CC=C1)S(=O)(C)=NC1=C(N=C2N1C=CC(=C2)C#N)C(F)(F)F